FC1=CC(=C(C=C1)N1C(NC2=C1C=CC=C2)=O)C 1-(4-fluoro-2-methylphenyl)-1H-benzo[d]imidazol-2(3H)-one